cyclobutyl N-[3-(propylamino) propyl]carbamate C(CC)NCCCNC(OC1CCC1)=O